8-Chloro-N-(4'-methoxy-[1,1'-biphenyl]-3-yl)-N-methyl-[1,2,4]triazolo[4,3-a]quinazolin-5-amine ClC1=CC=C2C(=NC=3N(C2=C1)C=NN3)N(C)C=3C=C(C=CC3)C3=CC=C(C=C3)OC